(R)-6-chloro-3-((1-(2-cyano-3-((3-(dimethylamino)-3-oxopropyl)(methyl)amino)-7-methylquinoxalin-5-yl)ethyl)amino)picolinic acid ClC1=CC=C(C(=N1)C(=O)O)N[C@H](C)C1=C2N=C(C(=NC2=CC(=C1)C)C#N)N(C)CCC(=O)N(C)C